(R)-2-[4-(2-{5-chloro-2-oxo-1,2-dihydrospiro[indole-3,4'-piperidin]-1'-yl}ethoxy)phenyl]-1λ6-thiolane-1,1-dione ClC=1C=C2C(=CC1)NC(C21CCN(CC1)CCOC1=CC=C(C=C1)[C@@H]1S(CCC1)(=O)=O)=O